3-fluoro-4-(methylthio)pyridine FC=1C=NC=CC1SC